4-Methylbenzoic acid 2-(((4-methoxy-3,5-dimethylpyridin-2-yl) methyl) sulfinyl)-1H-benzo[d]imidazol-5-yl ester COC1=C(C(=NC=C1C)CS(=O)C1=NC2=C(N1)C=CC(=C2)OC(C2=CC=C(C=C2)C)=O)C